disodium stearyl sulfosuccinate disodium 2-sulfolaurate S(=O)(=O)(O)C(C(=O)[O-])CCCCCCCCCC.[Na+].[Na+].S(=O)(=O)(O)C(C(=O)OCCCCCCCCCCCCCCCCCC)CC(=O)[O-].[Na+].[Na+]